2-[2-[2-(2-dodecoxyethoxy)ethoxy]ethoxy]ethanol C(CCCCCCCCCCC)OCCOCCOCCOCCO